N-(2-(4-benzylpiperidin-1-yl)propyl)-N-phenylpropionamide C(C1=CC=CC=C1)C1CCN(CC1)C(CN(C(CC)=O)C1=CC=CC=C1)C